FC(C(=O)N)(C1=NN(C(C=C1)=O)C)F difluoro-2-(1-methyl-6-oxo-1,6-dihydropyridazin-3-yl)acetamide